(1S,3S,5S)-5-methyl-N-((4-((Z)-N'-nitrocarbamimidoyl)thiophen-2-yl)methyl)-2-((4-phenoxybenzoyl)glycyl)-2-azabicyclo[3.1.0]hexane-3-carboxamide C[C@@]12C[C@H](N([C@H]2C1)C(CNC(C1=CC=C(C=C1)OC1=CC=CC=C1)=O)=O)C(=O)NCC=1SC=C(C1)/C(/N)=N/[N+](=O)[O-]